C(C)(C)(C)OC(=O)N1CCN(CC1)C=1C(=CC(=C(C(=O)O)C1)F)F 5-(4-(tert-butoxycarbonyl)piperazin-1-yl)-2,4-difluorobenzoic acid